C(C)(C)C1=CC=C(C=C1)NC(N(C)C)=O N'-(4-isopropylphenyl)-N,N-dimethylurea